C(C)(C)(C)OC(=O)N1C(C2=C(CC1)NC(=C2NC2=CC=CC=C2)C2=NC1=CC=CC=C1C=C2)=O 4-oxo-3-(phenylamino)-2-(quinolin-2-yl)-1,4,6,7-tetrahydro-5H-pyrrolo[3,2-c]pyridine-5-carboxylic acid tert-butyl ester